(5H-imidazo[5,1-a]isoindol-5-yl)(pyridin-4-yl)methanol C=1N=CN2C1C1=CC=CC=C1C2C(O)C2=CC=NC=C2